FC1=CC(=CC2=C1N(C=N2)C2CC(C2)(C)O)OCCN2CCC1(CC2)C(NC2=CC=C(C=C21)C#N)=O 1'-[2-({7-fluoro-1-[(cis)-3-hydroxy-3-methylcyclobutyl]-1H-1,3-benzodiazol-5-yl}oxy)ethyl]-2-oxo-1,2-dihydrospiro[indole-3,4'-piperidine]-5-carbonitrile